C(#N)C1=CC=C(C=C1)C=1C=C(C=CC1)C=1OC2=C(C=C(C=C2C(C1C)=O)C)[C@@H](C)NC1=C(C(=O)O)C=CC=C1 2-[[(1R)-1-[2-[3-(4-Cyanophenyl)phenyl]-3,6-dimethyl-4-oxo-chromen-8-yl]ethyl]amino]benzoic acid